1-fluoro-N-((6S,7S)-5-((S)-3-fluoro-2-hydroxy-2-methylpropanoyl)-6-((2,3',5'-trifluoro-[1,1'-biphenyl]-3-yl)methyl)-5-azaspiro[2.4]heptan-7-yl)methanesulfonamide FCS(=O)(=O)N[C@@H]1[C@@H](N(CC12CC2)C([C@](CF)(C)O)=O)CC=2C(=C(C=CC2)C2=CC(=CC(=C2)F)F)F